1-(((S)-7-((R)-3-Cyclohexyl-2-methylpropanoyl)-10-hydroxy-7-azaspiro[4.5]decan-10-yl)methyl)-4-cyclopropyl-5-(piperazine-1-carbonyl)pyridin-2(1H)-one C1(CCCCC1)C[C@H](C(=O)N1CC2(CCCC2)[C@](CC1)(O)CN1C(C=C(C(=C1)C(=O)N1CCNCC1)C1CC1)=O)C